4-methyl-1-[2-(4-methyl-sulfonyl-1,4-diazepan-1-yl)propyl]-5-[[2-[6-(2,2,2-trifluoroethyl)quinazolin-4-yl]-2,7-diazaspiro[3.5]nonan-7-yl]methyl]indole-2-carbonitrile CC1=C2C=C(N(C2=CC=C1CN1CCC2(CN(C2)C2=NC=NC3=CC=C(C=C23)CC(F)(F)F)CC1)CC(C)N1CCN(CCC1)S(=O)(=O)C)C#N